C[C@@H]1N(CCOC12COC2)C=2C(=NC=C(C2)SC)OC2CC(NC2)C(=O)O 4-({3-[(9S)-9-methyl-2,5-dioxa-8-azaspiro[3.5]non-8-yl]-5-(methylsulfanyl)pyridin-2-yl}oxy)pyrrolidine-2-carboxylic acid